myristyl myristate (MYRISTYL MYRISTATE) C(CCCCCCCCCCCCC)C(C(=O)O)CCCCCCCCCCCC.C(CCCCCCCCCCCCC)(=O)OCCCCCCCCCCCCCC